heptadeca-8,11-diene-1-ol C(CCCCCCC=CCC=CCCCCC)O